IC1=CC2=C(S1)C=CC=C2C 2-iodo-4-methylbenzo[b]thiophene